4H-thieno[3,2-b]Pyrrole-2-carbonyl chloride S1C(=CC=2NC=CC21)C(=O)Cl